(R)-N-(5-methoxy-2-methyl-4-(N-(1-(1-methyl-piperidin-4-yl)ethyl)sulfamoyl)phenyl)-2-methylbenzamide COC=1C(=CC(=C(C1)NC(C1=C(C=CC=C1)C)=O)C)S(N[C@H](C)C1CCN(CC1)C)(=O)=O